C1(CCC1)[C@H]([C@H](CC=C)C)S(=O)(=O)N (1S,2S)-1-CYCLOBUTYL-2-METHYLPENT-4-ENE-1-SULFONAMIDE